(R)-1-(2-oxo-2-(4-(4-(pyrimidin-2-yl)phenyl)piperazin-1-yl)ethyl)-N-(3-(pyridin-4-yl)-1H-indazol-5-yl)pyrrolidine-3-carboxamide O=C(CN1C[C@@H](CC1)C(=O)NC=1C=C2C(=NNC2=CC1)C1=CC=NC=C1)N1CCN(CC1)C1=CC=C(C=C1)C1=NC=CC=N1